succinimidyl-3-(2-pyridyldithio)-propionate C1(CCC(N1C(C(=O)[O-])CSSC1=NC=CC=C1)=O)=O